tert-Butyl N-[5-[2-chloro-4-[2-[[3-(2,2-dimethylpropyl)isoxazol-5-yl]amino]-2-oxoethyl]phenyl]-4-cyano-2-isopropyl-pyrazol-3-yl]carbamate ClC1=C(C=CC(=C1)CC(=O)NC1=CC(=NO1)CC(C)(C)C)C=1C(=C(N(N1)C(C)C)NC(OC(C)(C)C)=O)C#N